ClC=1C=C(C=C(C1)F)N1C=C(C=2C(C(CCC12)(F)F)=O)C1=CC=CC=C1 1-(3-chloro-5-fluorophenyl)-5,5-difluoro-3-phenyl-1,5,6,7-tetrahydro-4H-indol-4-one